FC1=CC=C(C=C1)CCNC 2-(4-fluorophenyl)-N-methylethylamine